FC(N1N=NC(=C1)C1=CC(=NC=C1C#N)C1=CC=C(C=C1)F)F 4-(1-(difluoromethyl)-1H-1,2,3-triazol-4-yl)-6-(4-fluorophenyl)nicotinonitrile